(3S,7R)-5-cyclohexyl-19-(2,6-dimethylphenyl)-2-oxa-15λ6-thia-5,9,16,18,21-pentaazatetracyclo[15.3.1.13,7.110,14]tricosa-1(21),10(22),11,13,17,19-hexaene-8,15,15-trione C1(CCCCC1)N1C[C@H]2OC=3C=C(N=C(NS(C4=CC=CC(NC([C@@H](C1)C2)=O)=C4)(=O)=O)N3)C3=C(C=CC=C3C)C